FC1=CC=C(C=C1)C1=C(C2=C(S1)C=C(C=C2)O)C(=O)C2=CC=C(C=C2)N2CCN(CC2)CCCN2CCC(CC2)C=2C=C1CN(C(C1=CC2)=O)C2C(NC(CC2)=O)=O 3-(5-(1-(3-(4-(4-(2-(4-fluorophenyl)-6-hydroxybenzo[b]thiophene-3-carbonyl)phenyl)piperazin-1-yl)propyl)piperidin-4-yl)-1-oxoisoindolin-2-yl)piperidine-2,6-dione